5-chloro-3-cyclopropyl-2-(6-methylpyridazin-4-yl)-3H-imidazo[4,5-b]pyridine ClC1=CC=C2C(=N1)N(C(=N2)C2=CN=NC(=C2)C)C2CC2